N,N-bis[2-{[2,4,8,10-tetrakis(1,1-dimethylethyl)dibenzo[d,f][1,3,2]dioxaphosphepin-6-yl]oxy}-ethyl]ethanamine CC(C)(C)C1=CC2=C(OP(OC3=C2C=C(C=C3C(C)(C)C)C(C)(C)C)OCCN(CC)CCOP3OC2=C(C4=C(O3)C(=CC(=C4)C(C)(C)C)C(C)(C)C)C=C(C=C2C(C)(C)C)C(C)(C)C)C(=C1)C(C)(C)C